7-(2-amino-6-fluoro-5-(4-(4-isopropylpiperazin-1-yl)phenyl)pyridin-3-yl)-2-(dimethylamino)quinazolin-4(3H)-one NC1=NC(=C(C=C1C1=CC=C2C(NC(=NC2=C1)N(C)C)=O)C1=CC=C(C=C1)N1CCN(CC1)C(C)C)F